C(C)(C)(C)OC(=O)N1C(=CC=C1)C(OC)OC.OCCN1C(NCC1)=O 1-(2-hydroxyethyl)imidazolidin-2-one tert-butyl-2-(dimethoxymethyl)-1H-pyrrole-1-carboxylate